C1(CC1)N1N=C(C(C(=C1)C1=CC=C(C=C1)C)=O)C(=O)OCC Ethyl 1-cyclopropyl-4-oxo-5-p-tolyl-1,4-dihydropyridazine-3-carboxylate